4-Chloro-5'-(1H-indazol-4-yl)-1',2'-dihydrospiro[cyclopentane-1,3'-pyrrolo[2,3-b]pyridin] ClC1CCC2(CNC3=NC=C(C=C32)C3=C2C=NNC2=CC=C3)C1